BrC=1N=C(C=2N(C1C(F)(F)F)N=CN2)Br 6,8-dibromo-5-(trifluoromethyl)-[1,2,4]triazolo[1,5-a]pyrazine